O=C(C(=O)O)CCC α-Ketovaleric acid